ClC1=C(C=CC(=C1)F)C1=CC(OC2=CC(=CC=C12)O[C@@H](C(=O)N1C[C@H](CCC1)CC(=O)OCCN1CCOCC1)C)=O 2-morpholinoethyl 2-[(3R)-1-[(2R)-2-[4-(2-chloro-4-fluoro-phenyl)-2-oxo-chromen-7-yl] oxypropanoyl]-3-piperidyl]acetate